4,5-dimethyl-6-(3-methyl-7,8-dihydro-5H-1,6-naphthyridin-6-yl)pyridazine-3-carbonitrile CC1=C(N=NC(=C1C)N1CC=2C=C(C=NC2CC1)C)C#N